C(C1=CC=CC=C1)SCC(C(/C(=C/C1=CC=C(C=C1)Cl)/C1=CC=CC=C1)=O)=C (E)-4-((benzylthio)methyl)-1-(4-chlorophenyl)-2-phenylpentan-1,4-dien-3-one